O[C@@H](C(=O)N1CC2(CC2)C[C@H]1C(=O)N[C@@H](C[C@H]1C(NCC1)=O)C(COC(F)(F)F)=O)CC1=CC=CC=C1 (S)-5-((R)-2-hydroxy-3-phenylpropanoyl)-N-((S)-3-oxo-1-((S)-2-oxopyrrolidin-3-yl)-4-(trifluoromethoxy)butan-2-yl)-5-azaspiro[2.4]heptane-6-carboxamide